1-(2-(diethylamino)ethyl)-3-(4-methyl-2-(4-(pyrrolidine-2-carbonyl)piperazin-1-yl)quinolin-6-yl)thiourea C(C)N(CCNC(=S)NC=1C=C2C(=CC(=NC2=CC1)N1CCN(CC1)C(=O)C1NCCC1)C)CC